(6S)-3-[[(1S)-2-methoxy-1-methyl-2-oxo-ethyl]-(2-methoxy-2-oxo-ethyl)sulfonyl-amino]-6-methyl-6,7-dihydro-4H-pyrazolo[1,5-a]pyrazine-5-carboxylic acid tert-butyl ester C(C)(C)(C)OC(=O)N1CC=2N(C[C@@H]1C)N=CC2N(S(=O)(=O)CC(=O)OC)[C@H](C(=O)OC)C